NC=1N=NC(=CC1OCCC1=CC=C(CNC(CCN2CCN(CC2)CCCCC(=O)O)=O)C=C1)C1=C(C=CC=C1)O 5-(4-(3-((4-(2-((3-amino-6-(2-hydroxyphenyl)pyridazin-4-yl)oxy)ethyl)benzyl)amino)-3-oxopropyl)piperazin-1-yl)pentanoic acid